C(#C)C1=C2C(=CC(=CC2=CC=C1F)O)C1=C(C=2N=C(N=C(C2C=N1)N1CCOCC(C1)=C)OC[C@]12CCCN2C[C@@H](C1)F)F 5-ethynyl-6-fluoro-4-(8-fluoro-2-(((2R,7aS)-2-fluorotetrahydro-1H-pyrrolizin-7a(5H)-yl)methoxy)-4-(6-methylene-1,4-oxazepan-4-yl)pyrido[4,3-d]pyrimidin-7-yl)naphthalen-2-ol